1-((4,6-dichloro-1H-indol-2-yl)methyl)-1,8-diazaspiro[4.5]decane-8-carboxylate ClC1=C2C=C(NC2=CC(=C1)Cl)CN1CCCC12CCN(CC2)C(=O)[O-]